dibenzyl([5H,6H,7H,8H-imidazo[1,2-a]pyridin-6-ylmethyl])amine C(C1=CC=CC=C1)N(CC1CCC=2N(C1)C=CN2)CC2=CC=CC=C2